(1S,2S)-2-fluoro-N-(2-(6-methoxy-1H-benzo[d]imidazol-5-yl)-1-methyl-1H-pyrrolo[2,3-c]pyridin-5-yl)cyclopropanecarboxamide formate C(=O)O.F[C@@H]1[C@@H](C1)C(=O)NC=1C=C2C(=CN1)N(C(=C2)C2=CC1=C(NC=N1)C=C2OC)C